Methyl 7-bromothieno[3,2-b]pyridine-3-carboxylate BrC1=C2C(=NC=C1)C(=CS2)C(=O)OC